O=C1NC(CCC1N1CC2=CC=C(C(=C2C1=O)F)CNC(OCC=1C=C2N(N1)CCC2(C)C)=O)=O (4,4-dimethyl-5,6-dihydro-4H-pyrrolo[1,2-b]pyrazol-2-yl)methyl ((2-(2,6-dioxopiperidin-3-yl)-4-fluoro-3-oxoisoindolin-5-yl)methyl)carbamate